5-[3-cyano-5-(5-methylthiazol-2-yl)phenoxy]-2-azabicyclo[2.2.1]heptane-2-carboxylic acid tert-butyl ester C(C)(C)(C)OC(=O)N1C2CC(C(C1)C2)OC2=CC(=CC(=C2)C=2SC(=CN2)C)C#N